2-(4-isopropyl-5-(8-methoxy-[1,2,4]triazolo[1,5-a]pyridin-6-yl)-1H-pyrazol-3-yl)-5-(4-(tetrahydro-2H-pyran-4-yl)piperazin-1-yl)thiazole C(C)(C)C=1C(=NNC1C=1C=C(C=2N(C1)N=CN2)OC)C=2SC(=CN2)N2CCN(CC2)C2CCOCC2